C(C1=CC=CC=C1)OC1=CC2=C(N(C(=N2)C2=CC=C(C=C2)O)CC2=CC=C(C=C2)Cl)C=C1 5-(Benzyloxy)-1-(4-Chlorobenzyl)-2-(4-hydroxyphenyl)-1H-Benzo[d]imidazole